6-methylimidazo[1,2-a]pyrimidine CC=1C=NC=2N(C1)C=CN2